NCC1=C(C=C(N)C=C1)F 4-(aminomethyl)-3-fluoroaniline